C(C)S(=O)(=O)C1=NN2C(N=CC=C2NC)=C1C1=NN2C=NC(=CC2=N1)C(F)(F)F 2-(ethylsulfonyl)-N-methyl-3-(7-(trifluoromethyl)-[1,2,4]triazolo[1,5-c]pyrimidin-2-yl)pyrazolo[1,5-a]pyrimidin-7-amine